C(C)(=O)N1CCC(CC1)N1C(N(C2=C1C=CC(=C2)C(F)(F)F)CC2=C(C=C(C=C2)C=2OC(=NN2)C(F)F)F)=O 1-(1-Acetylpiperidin-4-yl)-3-(4-(5-(difluoromethyl)-1,3,4-oxadiazol-2-yl)-2-fluorobenzyl)-5-(trifluoromethyl)-1,3-dihydro-2H-benzo[d]imidazol-2-one